5-chloro-N-{3-[2-(3,4-dichlorophenoxy)acetylamino]bicyclo[1.1.1]pentan-1-yl}pyridine-2-carboxamide ClC=1C=CC(=NC1)C(=O)NC12CC(C1)(C2)NC(COC2=CC(=C(C=C2)Cl)Cl)=O